ClC1=C(CCNS(=O)(=O)C2=C(C=CC(=C2)[N+](=O)[O-])C)C=CC=C1 N-(2-chlorophenethyl)-2-methyl-5-nitrobenzenesulfonamide